7-hydroxy-3-methyl-6-({[(1s,4s)-4-methylcyclohexyl]oxy}methyl)-6,7,8,9-tetrahydro-4H-quinolizin-4-one OC1C(N2C(C(=CC=C2CC1)C)=O)COC1CCC(CC1)C